6-(6-methoxy-7-nitro-1-oxoisoquinolin-2(1H)-yl)pyridinecarbohydrazide COC=1C=C2C=CN(C(C2=CC1[N+](=O)[O-])=O)C1=CC=CC(=N1)C(=O)NN